CC1=C(C(=O)OP(O)O)C(=CC(=C1)C)C.C1(=CC=CC=C1)[Li] phenyl-Lithium 2,4,6-trimethylbenzoylphosphite